N-tert-butyl-4-[[2-(1H-indol-3-yl)acetyl]amino]pyridine-2-carboxamide C(C)(C)(C)NC(=O)C1=NC=CC(=C1)NC(CC1=CNC2=CC=CC=C12)=O